FC1=CC(=C(C=C1)C=1C=NC=2N(C1)C=C(N2)COC2=CC=CC=C2)SC 6-(4-fluoro-2-methylthiophenyl)-2-phenoxymethylimidazo[1,2-a]pyrimidine